N-(oct-7-yn-1-yl)piperidine-3-carboxamide C(CCCCCC#C)NC(=O)C1CNCCC1